NC1CCC(CC1)NC1=NC2=C(C=C(C=C2C=N1)C1=CC(=NN1C)NS(=O)(=O)C1=C(C=CC=C1)Cl)CCC N-(5-(2-(((1r,4r)-4-aminocyclohexyl)amino)-8-propylquinazolin-6-yl)-1-methyl-1H-pyrazol-3-yl)-2-chloro-benzenesulfonamide